COCC(C(=O)O)(C)C 3-methoxy-2,2-dimethylpropionic acid